BrC=1C(=CC(=NC1)OC)C 5-bromo-2-methoxy-4-methyl-pyridine